COC1=CC=C(CN(S(=O)(=O)C2=NN(C=C2)C2(CCOCC2)C(=O)O)CC2=CC=C(C=C2)OC)C=C1 4-(3-(N,N-bis(4-methoxybenzyl)sulfamoyl)-1H-pyrazol-1-yl)tetrahydro-2H-pyran-4-carboxylic acid